C1(CC1)NCC(C)C 3-Cyclopropylamino-2-methyl-propan